3-((2-(6-methoxypyridin-3-yl)-2,3-dihydrobenzo[b][1,4]dioxin-6-yl)methyl)pyrazolo[1,5-a]pyridine COC1=CC=C(C=N1)C1COC2=C(O1)C=CC(=C2)CC=2C=NN1C2C=CC=C1